C1(CC1)S(=O)(=O)C=1N=C2N(N1)[C@@H](C[C@@H]2[2H])C2=CC=CC=C2 (5S,7S)-2-cyclopropylsulfonyl-7-deutero-5-phenyl-6,7-dihydro-5H-pyrrolo[1,2-b][1,2,4]triazole